ClC(C(C)C)OC(=O)Cl chloroformic acid 1-chloro-2-methylpropyl ester